N[C@]1(CN(CC1)C1=C(CN2C3=NC=NC(=C3N=C2)N)C(=CC(=C1)Cl)Br)C1=NN=NN1C (R)-9-(2-(3-amino-3-(1-methyl-1H-tetrazol-5-yl)pyrrolidin-1-yl)-6-bromo-4-chlorobenzyl)-9H-purin-6-amine